OC=1C=C(C=CC1)C=1C=C(SC1)CN1CCNCC1 4-[[4-(3-hydroxyphenyl)thiophen-2-yl]methyl]piperazin